ClC1=CC=C(C=C1)[C@H]([C@@H](C(=O)OCC=C)C)N1C(C2=C(C=C(C=C2C1=O)[C@](CC)(C1CCOCC1)O)F)(O)C1=CC=C(C=C1)Cl Prop-2-en-1-yl (2S,3S)-3-(4-chlorophenyl)-3-[1-(4-chlorophenyl)-7-fluoro-1-hydroxy-5-[(1S)-1-hydroxy-1-(oxan-4-yl)propyl]-3-oxo-2,3-dihydro-1H-isoindol-2-yl]-2-methylpropanoate